CC(CNCCCCCCCCN)(CC)C N-(2,2-dimethylbutyl)octane-1,8-diamine